N1=C(C=CC(=C1)C1=CC=2C3=CC=CC=C3C3=CC(=CC=C3C2C=C1)C=1C=CC(=NC1)C1=NC=CC=C1)C1=NC=CC=C1 2,7-bis(2,2'-Bipyridine-5-yl)Triphenylene